tert-Butyl 2-(1-((methylsulfonyl)oxy)ethyl)-7-azaspiro[3.5]nonane-7-carboxylate CS(=O)(=O)OC(C)C1CC2(C1)CCN(CC2)C(=O)OC(C)(C)C